ClC1=C(C=CC2=C1C(=NCC=1N2C(=NN1)C=1N=NC=CC1)C1=C(C=CC=C1F)F)C 7-chloro-6-(2,6-difluorophenyl)-8-methyl-1-pyridazin-3-yl-4H-[1,2,4]triazolo[4,3-a][1,4]benzodiazepine